2-(4-(1-(3-((4-(hexadecyloxy)phenyl)sulfonyl)-6-(methylsulfinyl)quinolin-4-yl)piperidin-4-yl)piperazin-1-yl)ethanol C(CCCCCCCCCCCCCCC)OC1=CC=C(C=C1)S(=O)(=O)C=1C=NC2=CC=C(C=C2C1N1CCC(CC1)N1CCN(CC1)CCO)S(=O)C